(Z)-4,4,4-Trifluorobutanal oxime FC(CC\C=N/O)(F)F